N1N=CC2=CC=C(C=C12)C1=C(C(=O)O)C=CC=C1 2-(1H-indazol-6-yl)benzoic acid